8-(trans-4-aminocyclohexoxy)-N7-(2-methoxyethyl)-N7,5,5-trimethyl-6H-benzo[h]quinazoline-4,7-diamine N[C@@H]1CC[C@H](CC1)OC1=CC=C2C(CC(C=3C(=NC=NC23)N)(C)C)=C1N(C)CCOC